rac-2-[(2R,5S)-2-(1-acetyl-3-piperidyl)-5-methyl-1-piperidyl]-N-(6-amino-5-methyl-3-pyridyl)-2-oxo-acetamide C(C)(=O)N1C[C@@H](CCC1)[C@@H]1N(C[C@H](CC1)C)C(C(=O)NC=1C=NC(=C(C1)C)N)=O |&1:5|